4-(2,5-dioxo-2,5-dihydro-1H-pyrrol-1-yl)butanoic anhydride O=C1N(C(C=C1)=O)CCCC(=O)OC(CCCN1C(C=CC1=O)=O)=O